N-[1-(3-cyanophenyl)-5-oxopyrrolidin-3-yl]-2-(2,5-dichlorophenyl)acetamide C(#N)C=1C=C(C=CC1)N1CC(CC1=O)NC(CC1=C(C=CC(=C1)Cl)Cl)=O